BrC=1C=2C(C=3N(C2C=CC1)C=CN3)=O 8-bromo-9H-imidazo[1,2-a]indol-9-one